ClC1=C(C=CC=C1)NC(=O)C1=CC=C(NC2=NC(=NC=C2F)NC2=CC(=C(C(=O)OC)C=C2)F)C=C1 methyl 4-[[4-[4-[(2-chlorophenyl) carbamoyl]anilino]-5-fluoro-pyrimidin-2-yl]amino]-2-fluoro-benzoate